4-[2-[4-[[(2S)-2-(3-Chlorophenyl)-2-hydroxyethyl]amino]-1,2-dihydro-2-oxo-3-pyridinyl]-7-methyl-1H-benzimidazol-5-yl]-1-piperazinepropanenitrile ClC=1C=C(C=CC1)[C@@H](CNC1=C(C(NC=C1)=O)C1=NC2=C(N1)C(=CC(=C2)N2CCN(CC2)CCC#N)C)O